C(C)(C)(C)OC([C@@H](CC=1SC(=CN1)C=O)[C@@H]1CN(CC1)C(=O)OC(C)(C)C)=O tert-butyl (3R)-3-[(2S)-1-(tert-butoxy)-3-(5-formyl-1,3-thiazol-2-yl)-1-oxopropane-2-yl]pyrrolidine-1-carboxylate